N-((3S,4S)-3-fluoro-piperidin-4-yl)-6-(7-methoxy-6-(1-methyl-1H-pyrazol-4-yl)-imidazo[1,2-a]pyridin-3-yl)pyridin-2-amine F[C@H]1CNCC[C@@H]1NC1=NC(=CC=C1)C1=CN=C2N1C=C(C(=C2)OC)C=2C=NN(C2)C